FC(C=1C=C(N)C=C(C1)C1=NOC(=N1)C(C)C1=CC=CC=C1)(F)F 3-trifluoromethyl-5-(5-(1-phenylethyl)-1,2,4-oxadiazol-3-yl)aniline